N-(4-(2-(2-Aminopyridin-3-yl)-5-phenyl-3H-imidazo[4,5-b]pyridin-3-yl)benzyl)-3-formyl-4-hydroxybenzamide NC1=NC=CC=C1C1=NC=2C(=NC(=CC2)C2=CC=CC=C2)N1C1=CC=C(CNC(C2=CC(=C(C=C2)O)C=O)=O)C=C1